CN1C=C(C=2C1=CN=C(C2)CC(=O)N)B2OC(C(O2)(C)C)(C)C [1-methyl-3-(4,4,5,5-tetramethyl-1,3,2-dioxaborolan-2-yl)-1H-pyrrolo[2,3-c]pyridin-5-yl]acetamide